N-((1-methyl)benzyl)amine CC1(CN)CC=CC=C1